C([2H])([2H])([2H])N(C/C=C/C(=O)N(C)[C@H](C(=O)NCCC=1C=C(C=CC1)NC=1C(=NC(=C(N1)C1CC1)C)C(=O)N)C)C([2H])([2H])[2H] (S,E)-3-((3-(2-(2-(4-(bis(methyl-d3)amino)-N-methylbut-2-enamido)propanamido)ethyl)phenyl)amino)-5-cyclopropyl-6-methylpyrazine-2-carboxamide